C1NC[C@H]2[C@H]1C=C(C2)C2=CC=C(C=C2)C2=CC(=CC1=CC(=CC=C21)C2=CC=C(C=C2)C(F)(F)F)C(=O)O |r| rac-4-(4-((3aR,6aR)-1,2,3,3a,4,6a-Hexahydrocyclopenta[c]pyrrol-5-yl)phenyl)-7-(4-(trifluoromethyl)phenyl)-2-naphthoic acid